(S)-3-(1'-((2-ethyl-2H-indazol-6-yl)methyl)-6-oxo-6,8-dihydro-2H,7H-spiro[furo[2,3-e]isoindole-3,4'-piperidin]-7-yl)piperidine-2,6-dione C(C)N1N=C2C=C(C=CC2=C1)CN1CCC2(CC1)COC1=C3CN(C(C3=CC=C12)=O)[C@@H]1C(NC(CC1)=O)=O